[Si](C)(C)(C(C)(C)C)OC1CC(CCC1)(C1=C(C=CC=C1)CO)CO (3-((tert-butyldimethylsilyl)oxy)-1-(2-(hydroxymethyl)phenyl)cyclohexyl)methanol